ClC=1C(=NC(=CC1I)OC)OC 3-chloro-4-iodo-2,6-dimethoxypyridine